1-(3-bromo-5-(methoxycarbonyl)-[1,2]selenazolo[2,3-a]pyridin-8-ium-2-yl)cyclopentan-1-olate BrC1=C([Se][N+]=2C1=CC(=CC2)C(=O)OC)C2(CCCC2)[O-]